O1C(OCC1)C1CCN(CC1)C1=CC=C(C2=C1N=CO2)N2C(NC(CC2)=O)=O 1-(4-(4-(1,3-dioxolan-2-yl)piperidin-1-yl)benzo[d]oxazol-7-yl)dihydropyrimidin-2,4(1H,3H)-dione